O1N=CC(=C1)C1=CC(=C2C=NNC2=C1)N1CC(C1)OCCCCNCC=1NC2=CC=C(C=C2C1)C(F)(F)F 4-((1-(6-(isoxazol-4-yl)-1H-indazol-4-yl)azetidin-3-yl)oxy)-N-((5-(trifluoromethyl)-1H-indol-2-yl)methyl)butan-1-amine